(1-(6-aminopyridin-3-yl)-4-methylpiperidin-4-yl)methanol NC1=CC=C(C=N1)N1CCC(CC1)(C)CO